methyl 2-(4-chlorophenyl)-3-oxobutanoate ClC1=CC=C(C=C1)C(C(=O)OC)C(C)=O